(S)-2-((2-(benzylcarbamoyl)-5,8-dihydro-1,7-naphthyridin-7(6H)-yl)methyl)-3-(oxetan-2-ylmethyl)-3H-imidazo[4,5-b]pyridine-5-carboxylic acid C(C1=CC=CC=C1)NC(=O)C1=NC=2CN(CCC2C=C1)CC1=NC=2C(=NC(=CC2)C(=O)O)N1C[C@H]1OCC1